3-[[3-bromo-4-(2,2-dimethylpropyl)-2-pyridyl]amino]-5,5-dimethyl-cyclohex-2-en-1-one BrC=1C(=NC=CC1CC(C)(C)C)NC1=CC(CC(C1)(C)C)=O